COC=1C=C2C(=CC(=NC2=CC1)C1CCNCC1)[C@H]1CN(C(O1)=O)C1CCN(CC1)CC1=NC(=C(C=C1)OC)C (S)-5-(6-Methoxy-2-(piperidin-4-yl)quinolin-4-yl)-3-(1-((5-methoxy-6-methylpyridin-2-yl)methyl)piperidin-4-yl)oxazolidin-2-one